2-chloro-7-(4-methoxyphenylethyl)-7,8-dihydro-1,6-naphthyridine-6(5H)-carboxylic acid tert-butyl ester C(C)(C)(C)OC(=O)N1CC=2C=CC(=NC2CC1CCC1=CC=C(C=C1)OC)Cl